NC=1N=C(N(C1)C)CNC(OC(C)(C)C)=O tert-butyl ((4-amino-1-methyl-1H-imidazol-2-yl)methyl)carbamate